C(CC)OCCOCCOC=C(C)C1=CC=C(C=C1)C(=COCCC)C 1-(1-(2-(2-propoxyethoxy)ethoxy)prop-1-en-2-yl)-4-(1-propoxyprop-1-en-2-yl)benzene